methyl (E)-3-(3-(N-((4-(4-(dimethylamino)phenyl)bicyclo[2.2.2]octan-1-yl)methyl)cyclohexanecarboxamido)phenyl)acrylate CN(C1=CC=C(C=C1)C12CCC(CC1)(CC2)CN(C(=O)C2CCCCC2)C=2C=C(C=CC2)/C=C/C(=O)OC)C